(R)-4'-(4-aminopiperidin-1-yl)-5-cyano-N-((5-fluoro-2-hydroxyphenyl)(1H-indole-2-yl)methyl)-[1,1'-biphenyl]-3-carboxamide NC1CCN(CC1)C1=CC=C(C=C1)C1=CC(=CC(=C1)C#N)C(=O)N[C@@H](C=1NC2=CC=CC=C2C1)C1=C(C=CC(=C1)F)O